C1C(CO1)(C)C neopentylene ether